BrC1=CC=C(C(=O)N2N=C(CC2C2=NC=CC=C2)C2=CC=C(C=C2)NC(N(C)C(C)C)=O)C=C1 3-(4-(1-(4-bromobenzoyl)-5-(pyridin-2-yl)-4,5-dihydro-1H-pyrazol-3-yl)phenyl)-1-isopropyl-1-methylurea